BrC1=C(C=NC=C1)CN1CC(C1)(F)F 4-bromo-3-((3,3-difluoroazetidin-1-yl)methyl)pyridine